(R)-N-(6-(4,4-Difluoropiperidin-1-yl)-4-methylpyridin-2-yl)-4-((2-hydroxy-1-methylethyl)sulfonamido)-2-(6-azaspiro[2.5]octan-6-yl)benzamide FC1(CCN(CC1)C1=CC(=CC(=N1)NC(C1=C(C=C(C=C1)NS(=O)(=O)[C@@H](CO)C)N1CCC2(CC2)CC1)=O)C)F